di-(tert-butyl)(3,5-diethoxyphenyl)phosphonium tetrafluoroborate F[B-](F)(F)F.C(C)(C)(C)[PH+](C1=CC(=CC(=C1)OCC)OCC)C(C)(C)C